dihexyl 2,5-thiophenedicarboxylate S1C(=CC=C1C(=O)OCCCCCC)C(=O)OCCCCCC